(1S,3S)-3-((2-methyl-6-(1-methyl-5-(2-(((neopentyloxy)carbonyl)amino)ethyl)-1H-1,2,3-triazol-4-yl)pyridin-3-yl)oxy)cyclohexane-1-carboxylic acid CC1=NC(=CC=C1O[C@@H]1C[C@H](CCC1)C(=O)O)C=1N=NN(C1CCNC(=O)OCC(C)(C)C)C